C(C)(C)(C)OC(=O)N1CCN(CC1)C1=CC=C2C(=N1)OC[C@@H](C2)N (R)-4-(3-amino-3,4-dihydro-2H-pyrano[2,3-b]pyridin-7-yl)piperazine-1-carboxylic acid tert-butyl ester